ClC=1C=C2C=C(NC2=CC1OCC1=CC(=NO1)C)CNC(=O)C1OCC1 N-((5-chloro-6-((3-methylisoxazol-5-yl)methoxy)-1H-indol-2-yl)methyl)oxetane-2-carboxamide